O1CCC2=C1C=CC=C2N2C(C1=CC(=C(C=C1C(=C2)C(=O)N2CCCCC2)OC)OC)=O 2-(2,3-dihydrobenzofuran-4-yl)-6,7-dimethoxy-4-(piperidine-1-carbonyl)isoquinolin-1(2H)-one